tert-butyl (3-((3-((6-(1-(phenylsulfonyl)-1H-pyrrolo[2,3-b]pyridin-5-yl)pyrimidin-4-yl) amino)phenyl)carbamoyl)cyclohexyl)carbamate C1(=CC=CC=C1)S(=O)(=O)N1C=CC=2C1=NC=C(C2)C2=CC(=NC=N2)NC=2C=C(C=CC2)NC(=O)C2CC(CCC2)NC(OC(C)(C)C)=O